C(C)(C)(C)OC(=O)N1CC(C1)C1=CC=C(C=C1)N1CC(CC1)F 3-[4-(3-fluoropyrrolidin-1-yl)phenyl]azetidine-1-carboxylic acid tert-butyl ester